4-[(2S,6R)-6-[6-(2-cyanoethoxy)-2-[(2-phenoxyacetyl)amino]purine-9-yl]-4-tritylmorpholin-2-yl]methoxyl-4-oxo-butanoic acid C(#N)CCOC1=C2N=CN(C2=NC(=N1)NC(COC1=CC=CC=C1)=O)[C@@H]1O[C@@H](CN(C1)C(C1=CC=CC=C1)(C1=CC=CC=C1)C1=CC=CC=C1)COC(CCC(=O)O)=O